C(#N)C=1C=CC(=NC1)N[C@@H]1CC[C@H](CC1)N(C(C)=O)C1=CC(=C(C=C1)C=1C=NN(C1)C)F N-(trans-4-((5-cyanopyridin-2-yl)amino)cyclohexyl)-N-(3-fluoro-4-(1-methyl-1H-pyrazol-4-yl)phenyl)acetamide